FC=1C(=CC(=C(C(=O)NC=2C=C3C=CC(=NC3=CC2)C)C1)O[C@H](C(F)(F)F)C)N1N=C2N(CCCC2)C1=O 5-fluoro-N-(2-methylquinolin-6-yl)-4-(3-oxo-5,6,7,8-tetrahydro[1,2,4]triazolo[4,3-a]pyridin-2(3H)-yl)-2-{[(2S)-1,1,1-trifluoropropan-2-yl]oxy}benzamide